C([C@H]([C@H]([C@@H]([C@H](C=O)OP(=O)(O)O)O)O)O)OP(=O)(O)O D-glucose 1,6-bisphosphate